F[B-](F)(F)F.C(CCC)[N+]1=C(C2=C3C(C(=CC=C13)Cl)=CC=C2)C=CC2=C(C(CCC2)=CC=C2N(C1=CC=C(C=3C1=C2C=CC3)Cl)CCCC)Cl 1-butyl-2-[2-[3-[(1-butyl-6-chlorobenz[cd]indol-2(1H)-ylidene)ethylidene]-2-chloro-1-cyclohexen-1-yl]-ethenyl]-6-chlorobenz[cd]indolium tetrafluoroborate